ClC1=NC=C2C=C(C(=NC2=C1)N)C1=CC(=CC(=C1)OC)OC 7-chloro-3-(3,5-dimethoxyphenyl)-1,6-naphthyridin-2-amine